FC1=C(C(=CC=C1)C=1C=C2C(=NN1)NC[C@]1(N2C[C@@H](C1)OC1=NC=C(C(=C1)I)CO)C)O 2-fluoro-6-((6aS,8R)-8-((5-(hydroxymethyl)-4-iodopyridin-2-yl)oxy)-6a-methyl-5,6,6a,7,8,9-hexahydropyrrolo[1',2':4,5]pyrazino[2,3-c]pyridazin-2-yl)phenol